5-CHLORO-2-HYDROXYISONICOTINALDEHYDE ClC1=CN=C(C=C1C=O)O